tert-butyl N-[1-(2,2,3,3,3-pentafluoropropyl)pyrazolo[3,4-c]pyridin-5-yl]carbamate FC(CN1N=CC=2C1=CN=C(C2)NC(OC(C)(C)C)=O)(C(F)(F)F)F